6-(3-methyl-5-(((2-(trifluoromethyl)pyridin-3-yl)oxy)methyl)piperidin-1-yl)pyrazine-2-carbohydrazide CC1CN(CC(C1)COC=1C(=NC=CC1)C(F)(F)F)C1=CN=CC(=N1)C(=O)NN